ClC=1C=C2C=NC(=NC2=CC1N1CCN(CC1)[C@@H]1[C@@H](COC1)O)NC=1C=NN(C1)C(F)F |o1:17,18| (3S,4S) or (3R,4R)-4-(4-(6-chloro-2-((1-(difluoromethyl)-1H-pyrazol-4-yl)amino)quinazolin-7-yl)piperazin-1-yl)tetrahydrofuran-3-ol